N,N,N',N'-tetraglycidyl-4,4'-diaminodiphenyl ether C1C(O1)CN(CC2CO2)C3=CC=C(C=C3)OC4=CC=C(C=C4)N(CC5CO5)CC6CO6